4-(1-(6-fluoro-1-methyl-[1,2,4]triazolo[4,3-a]quinazolin-5-yl)-1,2,3,4-tetrahydroquinolin-5-yl)-2-methylbut-3-yn-2-amine FC1=C2C(=NC=3N(C2=CC=C1)C(=NN3)C)N3CCCC1=C(C=CC=C31)C#CC(C)(N)C